C1(=CC(=CC=C1)/C=C/C(=O)C1=C(C(=C(C=C1)O)O)O)C (E)-3-(m-tolyl)-1-(2,3,4-trihydroxyphenyl)prop-2-en-1-one